(3R,5S)-5-methyl-1-[8-(trifluoromethyl)quinoxalin-5-yl]Piperidin-3-amine C[C@H]1C[C@H](CN(C1)C1=C2N=CC=NC2=C(C=C1)C(F)(F)F)N